tert-butyl 4-(3-((3-(2,6-dioxopiperidin-3-yl)-1-methyl-1H-indazol-6-yl)oxy)propyl)-3-(trifluoromethyl)piperazine-1-carboxylate O=C1NC(CCC1C1=NN(C2=CC(=CC=C12)OCCCN1C(CN(CC1)C(=O)OC(C)(C)C)C(F)(F)F)C)=O